O1CCOC12CCC(CC2)NC2=NC=C1C(=N2)N(CN(C1)C1=CC(=C(C=C1)NS(=O)(=O)CC1=CC=C(C=C1)F)F)C N-(4-(7-((1,4-dioxaspiro[4.5]decan-8-yl)amino)-1-methyl-1,4-dihydropyrimido[4,5-d]pyrimidin-3(2H)-yl)-2-fluorophenyl)-1-(4-fluorophenyl)methanesulfonamide